ClC=1C=NC(=C(C(=O)NC2CCC(CC2)CN2C(N(C3=NC=CC=C32)C=3C=C2C(=NC3)NC=C2C)=O)C1)C(F)F 5-chloro-2-(difluoromethyl)-N-((1r,4r)-4-((3-(3-methyl-1H-pyrrolo[2,3-b]pyridin-5-yl)-2-oxo-2,3-dihydro-1H-imidazo[4,5-b]pyridin-1-yl)methyl)cyclohexyl)nicotinamide